9,9',9'',9'''-(4-(4,6-diphenyl-1,3,5-triazin-2-yl)-6-(pyridin-4-yl)benzene-1,2,3,5-tetrayl)tetrakis(9H-carbazole) C1(=CC=CC=C1)C1=NC(=NC(=N1)C1=CC=CC=C1)C1=C(C(=C(C(=C1N1C2=CC=CC=C2C=2C=CC=CC12)C1=CC=NC=C1)N1C2=CC=CC=C2C=2C=CC=CC12)N1C2=CC=CC=C2C=2C=CC=CC12)N1C2=CC=CC=C2C=2C=CC=CC12